CN(CCOC1=CC=C(NC=2N=CC3=C(N2)N(C(C(=C3)N3CCN(C2=C(C=CC=C32)C)C(=O)OC(C)(C)C)=O)C3CC(C3)O)C=C1)C tert-butyl 4-[2-[4-[2-(dimethylamino)ethoxy]anilino]-8-(3-hydroxycyclobutyl)-7-oxo-pyrido[2,3-d]pyrimidin-6-yl]-8-methyl-2,3-dihydroquinoxaline-1-carboxylate